C(C)C1=CC2=C(C(C=3NC4=CC(=CC=C4C3C2=O)C#N)(C)C)C=C1N1CCN(CC1)C1(CCC1)C(C)C 9-Ethyl-8-[4-(1-isopropyl-cyclobutyl)-piperazine-1-yl]-6,6-dimethyl-11-oxo-6,11-dihydro-5H-benzo[b]carbazole-3-carbonitrile